Tricosyl 3,3'-((3-((3-hydroxypropyl)(3-carbonyl-3-(tridecyloxy)propyl)amino)propyl)azanediyl)dipropionate OCCCN(CCCN(CCC(=O)[O-])CCC(=O)OCCCCCCCCCCCCCCCCCCCCCCC)CCC(OCCCCCCCCCCCCC)=C=O